CC1=C(SC(=C1)C1=NC=NC=2NC(CN(C12)C)=O)C(=O)O 3-methyl-5-(5-methyl-7-oxo-5,6,7,8-tetrahydropteridin-4-yl)thiophene-2-carboxylic acid